N-[(2E)-3-nitrosobut-2-en-2-yl]hydroxyamine N(=O)/C(=C(\C)/NO)/C